3-Butoxy-2-propanol C(CCC)OCC(C)O